FC(C1=CC=C(C=N1)OC1CC(C1)NC(OC(C)(C)C)=O)(F)F tert-butyl ((1r,3r)-3-((6-(trifluoromethyl)pyridin-3-yl)oxy)cyclobutyl)carbamate